tert-butyl 4-(1-((2,7-dimethylimidazo[1,2-a]pyrimidin-6-yl)carbamoyl)-2,3-dihydro-1H-pyrrolo[2,3-b]pyridin-4-yl)-2,2-dimethylpiperazine-1-carboxylate CC=1N=C2N(C=C(C(=N2)C)NC(=O)N2CCC=3C2=NC=CC3N3CC(N(CC3)C(=O)OC(C)(C)C)(C)C)C1